(4-Benzylpiperazin-1-yl)-(4-ethoxyphenyl)methanon C(C1=CC=CC=C1)N1CCN(CC1)C(=O)C1=CC=C(C=C1)OCC